CC1=C(C=CC(=C1)C)CC(=O)C1=C(C(=C(S1)NCC1=CC=C(C=C1)OC)C(=O)OC)C methyl 5-[(2,4-dimethylphenyl)-acetyl]-2-[(4-methoxybenzyl)amino]-4-methylthiophene-3-carboxylate